ClC=1C(=NC(=NC1)NC1=C(C=C(C(=C1)CC)N1CC2(C1)CCC(CC2)N(C)C)OC)NC2=C(C=C(C(=C2)C)C)P(C)(C)=O (2-((5-Chloro-2-((4-(7-(dimethylamino)-2-azaspiro[3.5]nonan-2-yl)-5-ethyl-2-methoxyphenyl)amino)pyrimidin-4-yl)amino)-4,5-dimethylphenyl)dimethylphosphine oxide